2-(2,3,4,5-tetramethylcyclopentadienyl)-4,6-di-tert-butylphenoxytitanium dichloride [Cl-].[Cl-].CC=1C(C(=C(C1C)C)C)C1=C(O[Ti+2])C(=CC(=C1)C(C)(C)C)C(C)(C)C